(3S,4S)-4-{[5-(2,4-difluoro-phenyl)-isoxazole-3-carbonyl]-amino}-1-isobutyl-piperidine-3-carboxylic acid (1-pyrimidin-2-yl-cyclopropyl)-amide N1=C(N=CC=C1)C1(CC1)NC(=O)[C@H]1CN(CC[C@@H]1NC(=O)C1=NOC(=C1)C1=C(C=C(C=C1)F)F)CC(C)C